F[C@H]1[C@@H]2CC[C@H](C[C@H]1N(C=1N=CC(=NC1)C1=C(C=C(C=C1)C1=C3C=NN(C3=CC=C1)C)O)C)N2 2-(5-{[(1S,2S,3R,5R)-2-fluoro-8-azabicyclo[3.2.1]octan-3-yl](methyl)amino}pyrazin-2-yl)-5-(1-methyl-1H-indazol-4-yl)phenol